2-[4-[8-[4-[4-[(2R)-2-aminopropanoyl]piperazine-1-carbonyl]-3-chloroanilino]imidazo[1,2-a]pyrazin-3-yl]-3-(trifluoromethyl)pyrazol-1-yl]acetonitrile N[C@@H](C(=O)N1CCN(CC1)C(=O)C1=C(C=C(NC=2C=3N(C=CN2)C(=CN3)C=3C(=NN(C3)CC#N)C(F)(F)F)C=C1)Cl)C